2-[(4-{6-[(4-cyanobenzyl)oxy]pyridin-2-yl}piperidin-1-yl)methyl]-1-[(2R)-tetrahydrofuran-2-ylmethyl]-1H-benzimidazole-6-carboxylic acid C(#N)C1=CC=C(COC2=CC=CC(=N2)C2CCN(CC2)CC2=NC3=C(N2C[C@@H]2OCCC2)C=C(C=C3)C(=O)O)C=C1